2-(4-fluorobenzo[b]thiophen-6-yl)octahydropyrrolo[3,4-c]pyrrole FC1=CC(=CC=2SC=CC21)N2CC1CNCC1C2